CSC(CN1CN(C=C1)CC)C 3-(2-methylthiopropyl)-1-ethylimidazole